diaminotolane NC1=CC=C(C#CC2=CC=C(C=C2)N)C=C1